methyl 6-(4-(tert-butyl) phenyl)-5-chloro-2-methylnicotinate C(C)(C)(C)C1=CC=C(C=C1)C1=NC(=C(C(=O)OC)C=C1Cl)C